O.O.O.O[C@H](C)C1C2C(C=C(N2C1=O)C(=O)O)C 6-[(1R)-1-hydroxyethyl]-4-methyl-7-oxo-1-azabicyclo[3.2.0]hept-2-ene-2-carboxylic acid trihydrate